C(C1=CC=CC=C1)N1CCN2CCOCCN(CCN(CCOCC1)CC1=CC=CC=C1)CCOCC2 4,10-Dibenzyl-7,16,21-trioxa-1,4,10,13-tetraazabicyclo[11.5.5]tricosane